(R)-2-methyl-N-((S)-1-(3-(((S)-tetrahydrofuran-3-yl)oxy)phenyl)ethyl)propane-2-sulfinamide CC(C)(C)[S@@](=O)N[C@@H](C)C1=CC(=CC=C1)O[C@@H]1COCC1